ClC=1C(=CC(=C(C(=O)NC=2C(NC=NC2)(C)OC)C1)NC1=C(C=C(C=C1)F)C)F 5-chloro-4-fluoro-2-((4-fluoro-2-methylphenyl)amino)-N-(4-methoxy-4-methylpyrimidin-5-yl)benzamide